C(C)C1=C(C=CC(=C1)CN1CC2CCC(C1)N2C(C)=O)C2=CC=C(C=C2)C(C(F)(F)F)(C(F)(F)F)O 1-(3-((2-ethyl-4'-(1,1,1,3,3,3-hexafluoro-2-hydroxypropan-2-yl)-[1,1'-biphenyl]-4-yl)methyl)-3,8-diazabicyclo[3.2.1]octan-8-yl)ethan-1-one